4-[5-(2-aminoethyl)pyrimidin-2-yl]-3-[1-(2,2,2-trifluoroethyl)pyrazol-4-yl]oxybenzonitrile NCCC=1C=NC(=NC1)C1=C(C=C(C#N)C=C1)OC=1C=NN(C1)CC(F)(F)F